1-(tert-butyl) 2-ethyl 5-(3-ethoxy-3-oxopropyl)pyrrolidine-1,2-dicarboxylate C(C)OC(CCC1CCC(N1C(=O)OC(C)(C)C)C(=O)OCC)=O